N1C(=NC=C1)C1N(CC1)C(=O)OCC1=CC=CC=C1 Benzyl 2-(1H-imidazol-2-yl)azetidine-1-carboxylate